2-vinyl-4,5-dihydro-[1,3]oxazin-6-one C(=C)C=1OC(CCN1)=O